C(C)N1C(NC2=C(C1=O)SC(=C2)CN2CCN(CC2)C=2C=CC=1N(C2C)C(=NC1)NC)=O 3-ethyl-6-((4-(5-methyl-3-(methylamino)imidazo[1,5-a]pyridin-6-yl)piperazin-1-yl)methyl)thieno[3,2-d]pyrimidine-2,4(1H,3H)-dione